C(C)OC(CC(C)(C)N1N=C(C(=C1)F)S(N(CC1=CC=C(C=C1)OC)CC1=CC=C(C=C1)OC)(=O)=O)=O 3-(3-(N,N-bis(4-methoxybenzyl)sulfamoyl)-4-fluoro-1H-pyrazol-1-yl)-3-methylbutyric acid ethyl ester